FCC1(C(C=2C(C(C3(C(C2C1O)(O)C)CC3)(O)C)=C(C)C)O)C 2'-(fluoromethyl)-2',4',6'-trimethyl-7'-(propan-2-ylidene)-1',2',3',4',6',7'-hexahydrospiro[cyclopropane-1,5'-indene]-1',3',4',6'-tetrol